NC1=NN2C(C=C(C=C2)C=2C=C(C(=NC2)C)C(=O)NCC2=C(C=C(C=C2F)F)OCC2CCCC2)=N1 5-{2-amino-[1,2,4]triazolo[1,5-a]pyridin-7-yl}-N-{[2-(cyclopentylmethoxy)-4,6-difluorophenyl]methyl}-2-methylpyridine-3-carboxamide